COC(=O)[C@H]1N2C(N([C@H](C=3C1=NN(C3)CC(=O)OC(C)(C)C)C2)OCC2=CC=CC=C2)=O (4R,8S)-5-(benzyloxy)-2-(2-(tert-butoxy)-2-oxoethyl)-6-oxo-2,5,6,8-tetrahydro-4H-4,7-methanopyrazolo[3,4-e][1,3]Diazepine-8-carboxylic acid methyl ester